C1(=CC=CC=C1)CCN(C(N)=N)C(=N)N 3-(2-phenylethyl)biguanide